4-fluoro-1-tetrahydropyran-2-yl-indazol-5-amine FC1=C2C=NN(C2=CC=C1N)C1OCCCC1